C(C)(C)(C)NCC(=O)OCCCCCCCCCCCCCCCCCCCCCCCCCO 1,25-pentacosanediol tert-butyl-glycinate